tert-butyl ((3-fluoro-1H-pyrrolo[3,2-c]pyridin-2-yl)methyl)carbamate FC1=C(NC2=C1C=NC=C2)CNC(OC(C)(C)C)=O